[NH4+].C#CC propyne ammonium